N[C@@H]1CN(CC[C@H]1F)C1=NC2=C(N1CC(=O)NCC(F)(F)F)C=C(C=C2)F 2-(2-((3R,4R)-3-amino-4-fluoropiperidin-1-yl)-6-fluoro-1H-benzo[d]imidazol-1-yl)-N-(2,2,2-trifluoroethyl)acetamide